1-(7-(6-(bis(4-methoxybenzyl)amino)-4-methylpyridin-2-yl)-6-chloro-2,8-difluoroquinazolin-4-yl)piperidine-4-carbonitrile COC1=CC=C(CN(C2=CC(=CC(=N2)C2=C(C=C3C(=NC(=NC3=C2F)F)N2CCC(CC2)C#N)Cl)C)CC2=CC=C(C=C2)OC)C=C1